BrC=1C=CC(=C(C1)C1=CC=CC=C1)I 5-bromo-2-iodobiphenyl